2-(tert-butyl) 6-ethyl 3,4-dihydro-2,7-naphthyridine-2,6(1H)-dicarboxylate C1N(CCC2=CC(=NC=C12)C(=O)OCC)C(=O)OC(C)(C)C